(5-(((trans)-2-(3-(6-methoxypyridin-3-yl)azetidin-1-yl)cyclopentyl)oxy)-1-oxoisoindolin-2-yl)piperidine-2,6-dione COC1=CC=C(C=N1)C1CN(C1)[C@H]1[C@@H](CCC1)OC=1C=C2CN(C(C2=CC1)=O)N1C(CCCC1=O)=O